4-amino-2-(4-(tert-butyl)phenyl)-6-(difluoromethyl)pyrimidine-5-carboxylic acid NC1=NC(=NC(=C1C(=O)O)C(F)F)C1=CC=C(C=C1)C(C)(C)C